4-(5-(4-(trifluoromethyl)phenyl)-1,2,3,4-tetrahydroisoquinolin-7-yl)thiazole hydrochloride Cl.FC(C1=CC=C(C=C1)C1=C2CCNCC2=CC(=C1)C=1N=CSC1)(F)F